FC(CCN)(F)F 3,3,3-trifluoro-propylamine